COC(C1=CC=C(C=C1)CC1(C(N(C2=CC=CC=C12)C)=O)F)=O methyl-4-((3-fluoro-1-methyl-2-oxoindolin-3-yl)methyl)benzoate